FC1=C(C=C(C=C1C(F)(F)F)N1N=CC=2C1=CN=C(C2)N2[C@H](COCC2)C)O (S)-2-Fluoro-5-(5-(3-methyl-morpholino)-1H-pyrazolo[3,4-c]pyridin-1-yl)-3-(trifluoro-methyl)phenol